acetyldiaminobutyrate C(C)(=O)C(C(C(=O)[O-])(N)N)C